NC12CN(CC2C1)C1=C(C=C(C=C1)C1=NNC(OC1)=O)C(F)(F)F 5-{4-[1-amino-3-azabicyclo[3.1.0]hex-3-yl]-3-(trifluoromethyl)-phenyl}-3,6-dihydro-2H-1,3,4-oxadiazin-2-one